tert-butyl N-(2-{[(benzyloxy)carbonyl][2-(imidazol-1-yl)ethyl] amino}ethyl)carbamate C(C1=CC=CC=C1)OC(=O)N(CCNC(OC(C)(C)C)=O)CCN1C=NC=C1